sec-isoamyl nitrite N(=O)OC(C)C(C)C